N-(3-((6-(1-methyl-1H-pyrazol-4-yl)pyrazolo[1,5-a]pyrazin-4-yl)oxy)benzyl)acrylamide CN1N=CC(=C1)C=1N=C(C=2N(C1)N=CC2)OC=2C=C(CNC(C=C)=O)C=CC2